CN1C(=C2OC[C@H]3[C@@H](NS(C2=C1)(=O)=O)CN(C3)C(=O)C=3N=COC3)C(=O)NC3=CC(=C(C(=C3)F)F)F (3aR,10aR)-7-methyl-2-(oxazole-4-carbonyl)-N-(3,4,5-trifluorophenyl)-2,3,3a,4,10,10a-hexahydro-1H,7H-dipyrrolo[3,4-b:3',4'-f][1,4,5]oxathiazocine-8-carboxamide 5,5-dioxide